Cl.FC1(CCC(CC1)C=1C=C(C(=O)N2CCN(CC2)C(=O)C2=CC(=CC(=C2)N2CCNCC2)F)C=CC1O[C@@H]1CNCC1)F (S)-(4-(3-(4,4-Difluorocyclohexyl)-4-(pyrrolidin-3-yloxy)benzoyl)piperazin-1-yl)(3-fluoro-5-(piperazin-1-yl)phenyl)methanone hydrochloride